4-amino-3-iodo-1H-pyrazolo[3,4-d]pyrimidin-1-yl azetidine-1-carboxylate N1(CCC1)C(=O)ON1N=C(C=2C1=NC=NC2N)I